FC1=C(C=NN1)C1CN(CCC1)C1=NC(=NC=C1)C1=CN=C2N1C=C(N=C2)C(F)(F)F 3-(4-(3-(5-Fluoro-1H-pyrazol-4-yl)piperidin-1-yl)pyrimidin-2-yl)-6-(trifluoromethyl)imidazo[1,2-a]pyrazine